C(C)N(C(=O)C=1C=C(C2=C(N(C=N2)C=2C=CC(=NC2)NC(OC)=O)C1)COC)C1=CC=C(C=C1)F methyl N-[5-[6-[ethyl-(4-fluorophenyl)carbamoyl]-4-(methoxymethyl)benzimidazol-1-yl]-2-pyridyl]carbamate